6-(2-Aminoethoxy)-2,3,4-trifluorobenzoic acid NCCOC1=CC(=C(C(=C1C(=O)O)F)F)F